ClC=1C=C(C=CC1Cl)C=1C=C2C=CC=CN2C1 2-(3,4-dichlorophenyl)indolizine